C1(CCCC1)NC1=C2C(=NC(=C1)NC1=C(C=C(C=C1)S(=O)(=O)C)OC)NC=C2C#N 4-(cyclopentylamino)-6-((2-methoxy-4-(methylsulfonyl)phenyl)amino)-1H-pyrrolo[2,3-b]pyridine-3-carbonitrile